NC1=NN(C(=C1)C1(CC2CC(CC2C1)C=1N=CN(C1C(=O)NC1=CC(=C(C=C1)F)Cl)C)O)CCO 4-(5-(3-Amino-1-(2-hydroxyethyl)-1H-pyrazol-5-yl)-5-hydroxyoctahydropentalen-2-yl)-N-(3-chloro-4-fluorophenyl)-1-methyl-1H-imidazole-5-carboxamide